2-azaspiro[4.6]undecane C1NCCC12CCCCCC2